C1(CCCC1)CCC1=NC(=NO1)C1=CC2=C(N(C=N2)CCNC(C2=C(C=CC=C2)F)=O)C=C1 N-(2-(5-(5-(2-cyclopentylethyl)-1,2,4-oxadiazol-3-yl)-1H-benzo[d]imidazol-1-yl)ethyl)-2-fluorobenzamide